4-Bromo-5-(4-((1-(3-fluoropropyl)pyrrolidin-3-yl)methyl)phenyl)-2,3-dihydrobenzo[b]thiepin-8-yl pivalate C(C(C)(C)C)(=O)OC=1C=CC2=C(SCCC(=C2C2=CC=C(C=C2)CC2CN(CC2)CCCF)Br)C1